2-(2-(6-hydroxy-2,3-dihydro-1H-thioxanthen-4-yl)vinyl)-1,1,3-trimethyl-1H-benzo[e]indole OC=1C=C2SC3=C(CCCC3=CC2=CC1)C=CC1N(C=2C=CC3=C(C2C1(C)C)C=CC=C3)C